C(C)C1=NNC(=C1C=1C=CC(=NC1F)NC([C@H](C1CCC(CC1)C)NC(=O)C=1C(=NOC1)C)=O)C N-[(1S)-2-[[5-(3-ethyl-5-methyl-1H-pyrazol-4-yl)-6-fluoro-2-pyridyl]amino]-1-(4-methylcyclohexyl)-2-oxo-ethyl]-3-methyl-isoxazole-4-carboxamide